(3R)-3-(4-chlorophenyl)-2-[(5-chloropyridin-2-yl)methyl]-4-fluoro-6-[1-hydroxy-1-(5-methyl-1,3,4-oxadiazol-2-yl)ethyl]-3-[(1-hydroxycyclopropyl)methoxy]-2,3-dihydro-1H-isoindol-1-one ClC1=CC=C(C=C1)[C@@]1(N(C(C2=CC(=CC(=C12)F)C(C)(C=1OC(=NN1)C)O)=O)CC1=NC=C(C=C1)Cl)OCC1(CC1)O